3-[2-[[(1R)-1-(3,6-dimethyl-4-oxo-2-phenyl-benzopyran-8-yl)ethyl]amino]phenyl]-4H-1,2,4-oxadiazol-5-one CC1=C(OC2=C(C1=O)C=C(C=C2[C@@H](C)NC2=C(C=CC=C2)C2=NOC(N2)=O)C)C2=CC=CC=C2